C(C1=CC=CC=C1)OC(=O)N1C(OC[C@H]1CCCN1C=NC2=CC(=C(C=C2C1=O)F)Br)(C)C (4R)-4-[3-(7-bromo-6-fluoro-4-oxo-quinazolin-3-yl)propyl]-2,2-dimethyl-oxazolidine-3-carboxylic acid benzyl ester